5-bromo-2-chloro-3-((4-methoxybenzyl)oxy)isonicotinic acid BrC1=CN=C(C(=C1C(=O)O)OCC1=CC=C(C=C1)OC)Cl